ClC1=CC=C2C[C@H](C(N(C2=C1OC1=C(C=CC(=C1)F)Cl)C)=O)NC(=O)N ((3R)-7-chloro-8-(2-chloro-5-fluorophenoxy)-1-methyl-2-oxo-1,2,3,4-tetrahydroquinolin-3-yl)urea